C(C)(C)(C)[PH+](C(C)(C)C)C(C)(C)C tritert-butylphosphonium